(4,5-dihydro-7H-thieno[2,3-c]pyran-7-yl)-N-methyl-methylamine hydrochloride Cl.S1C=CC2=C1C(OCC2)N(C)C